C(C)N(C=1C=C(C=C(C1C)C(=O)OC)C#CC1CCN(CC1)C(=O)OC(C)(C)C)C1CCOCC1 tert-Butyl 4-((3-(ethyl(tetrahydro-2H-pyran-4-yl)amino)-5-(methoxycarbonyl)-4-methylphenyl)ethynyl)piperidine-1-carboxylate